1-((3R,4S)-4-((5-(1-((R)-1,1-difluoropropan-2-yl)-1H-benzo[d][1,2,3]triazol-6-yl)-4-methoxypyrrolo[2,1-f][1,2,4]triazin-2-yl)amino)-3-fluoropiperidin-1-yl)-2-hydroxyethan-1-one FC([C@@H](C)N1N=NC2=C1C=C(C=C2)C=2C=CN1N=C(N=C(C12)OC)N[C@@H]1[C@@H](CN(CC1)C(CO)=O)F)F